BrC(C1=NC=C(N1C(Br)(Br)Br)C(Br)(Br)Br)(Br)Br 2,3,4-tris[tribromomethyl]imidazole